CCC(CC)OC1C=C(CC2OC12)C(=O)OCC ethyl 5-(pentan-3-yloxy)-7-oxabicyclo[4.1.0]hept-3-ene-3-carboxylate